C1(=CC=CC=C1)C1=CC=NC2=C3C=NC(=NC3=CC=C21)C(F)(F)F 4-phenyl-8-(trifluoromethyl)pyrido[2,3-f]Quinazoline